ethylmethyl ether bistrifluoromethanesulfonimide salt [N-](S(=O)(=O)C(F)(F)F)S(=O)(=O)C(F)(F)F.C(C)OC